C1(CC1)C1=CC(=NN1)NC1=NC(=NC=C1)N1CC(CCC1)C(=O)N 1-[4-[(5-Cyclopropyl-1H-pyrazol-3-yl)amino]pyrimidin-2-yl]piperidine-3-carboxamide